(R)-3-(2-methyl-4-oxo-6,7,8,9-tetrahydropyrido[3,4-g]quinazolin-3(4H)-yl)piperidine-2,6-dione CC1=NC2=CC3=C(C=C2C(N1[C@H]1C(NC(CC1)=O)=O)=O)CNCC3